N-(2,6-dichloropyrimidin-4-yl)-7-fluoroquinazolin-4-amine ClC1=NC(=CC(=N1)NC1=NC=NC2=CC(=CC=C12)F)Cl